(10R,14S)-14-amino-10-methyl-5,8-diazatricyclo[13.3.1.02,7]nonadeca-1(19),2(7),3,5,15,17-hexaen-9-one N[C@H]1CCC[C@H](C(NC=2C=NC=CC2C=2C=CC=C1C2)=O)C